2,4-bis(glycidoxymethyl)styrene C(C1CO1)OCC1=C(C=C)C=CC(=C1)COCC1CO1